4-[2-(2,3-Dihydro-benzo[1,4]dioxine-5-sulfonylamino)-phenylethynyl]-benzoic acid O1CCOC2=C1C=CC=C2S(=O)(=O)NC2=C(C=CC=C2)C#CC2=CC=C(C(=O)O)C=C2